(2S,4R)-2-((1H-1,2,4-triazol-1-yl)methyl)-4-(5-(3-cyanophenyl)oxazole-2-carboxamido)pyrrolidine-1-carboxylic acid tert-butyl ester C(C)(C)(C)OC(=O)N1[C@@H](C[C@H](C1)NC(=O)C=1OC(=CN1)C1=CC(=CC=C1)C#N)CN1N=CN=C1